ClC=1C(=CC(=C(C(=O)NC2=C(C=C(C=C2)F)C)C1)O[C@H](C(F)(F)F)C)N1N=C2N(CCCC2)C1=O 5-chloro-N-(4-fluoro-2-methylphenyl)-4-(3-oxo-5,6,7,8-tetrahydro[1,2,4]triazolo[4,3-a]pyridin-2(3H)-yl)-2-{[(2S)-1,1,1-trifluoropropan-2-yl]oxy}benzamide